N2,N4-bis(3,3-difluorocyclobutyl)-6-(2-methyloxazol-4-yl)-1,3,5-triazine-2,4-diamine FC1(CC(C1)NC1=NC(=NC(=N1)NC1CC(C1)(F)F)C=1N=C(OC1)C)F